[N+](=O)([O-])C1=C(C=C(C#N)C=C1)N1N=CC=C1 4-Nitro-3-(1H-pyrazol-1-yl)benzonitrile